NC1=NC(=CC=C1NC(CNC(OCC1=CC=CC=C1)=O)=O)Cl 1-Benzyl (2-((2-amino-6-chloropyridin-3-yl)amino)-2-oxoethyl)carbamate